3-(DIFLUOROMETHOXY)BENZYLISOCYANIDE FC(OC=1C=C(C[N+]#[C-])C=CC1)F